COC=1C=C2C(=CN=CC2=CC1)N 6-methoxyisoquinolin-4-amine